COC(=O)C1=CC=C(C=C1)[C@@H]1C[C@@](CCCC1)(C(=O)O)CCCC1=CC=CC=C1 cis-3-(4-(methoxycarbonyl)phenyl)-1-(3-phenylpropyl)cycloheptane-1-carboxylic acid